N'-(4-(3-((4-cyanobenzyl)oxy)oxetan-3-yl)-5-fluoro-2-methylphenyl)-N-ethyl-N-methylformimidamide C(#N)C1=CC=C(COC2(COC2)C2=CC(=C(C=C2F)N=CN(C)CC)C)C=C1